(-)-4-(4-{[4-hydroxy-2-(trifluoromethyl)phenyl]methoxy}-3-methoxyphenyl)-2H,4H,5H,6H,7H-pyrazolo[3,4-b]pyridin-6-one OC1=CC(=C(C=C1)COC1=C(C=C(C=C1)C1C=2C(NC(C1)=O)=NNC2)OC)C(F)(F)F